N-(3-(4-benzylpiperidin-1-yl)propyl)-1-(3-(4-(trifluoromethoxy)phenyl)-1,2,4-oxadiazol-5-yl)piperidine-4-carboxamide formate C(=O)O.C(C1=CC=CC=C1)C1CCN(CC1)CCCNC(=O)C1CCN(CC1)C1=NC(=NO1)C1=CC=C(C=C1)OC(F)(F)F